2-(1-Benzhydrylazetidin-3-yl)-1,2,3,4-tetrahydroisoquinolin-6-amine C(C1=CC=CC=C1)(C1=CC=CC=C1)N1CC(C1)N1CC2=CC=C(C=C2CC1)N